ClC1=NN(C2=NC(=NC=C21)Cl)CCC(OC2=NN(C(=C2[N+](=O)[O-])C)C2CCOCC2)([2H])[2H] 3,6-dichloro-1-[3,3-dideutero-3-(5-methyl-4-nitro-1-tetrahydropyran-4-yl-pyrazol-3-yl)oxy-propyl]pyrazolo[3,4-d]pyrimidine